2-(7-Chloro-6-(4-(1-(2-methoxyethyl)piperidin-4-yl)phenyl)-4-methyl-2H-indazol-2-yl)((R)-6-fluoro-6,7-dihydro-5H-pyrrolo[1,2-c]imidazol-1-yl)-N-(thiazol-2-yl)acetamide ClC1=C(C=C(C2=CN(N=C12)C(C(=O)NC=1SC=CN1)C1=C2N(C=N1)C[C@@H](C2)F)C)C2=CC=C(C=C2)C2CCN(CC2)CCOC